(P)-6-[4-[4-(aminomethyl)-1-oxo-2H-phthalazin-6-yl]-2-methyl-pyrazol-3-yl]-3-chloro-7-fluoro-8-methyl-quinoline-5-carbonitrile NCC1=NNC(C2=CC=C(C=C12)C1=C(N(N=C1)C)C1=C(C=2C=C(C=NC2C(=C1F)C)Cl)C#N)=O